SCSC(SCSSCSCC1SCS1)C(SCS)SCS 2-(3,4-bis(mercaptomethylthio)-6-mercapto-2,5-dithiahexylthio)mercaptomethylthiomethyl-1,3-dithiacyclobutane